(S)-(4-(4-chloro-2-fluorobenzyl)thiazol-2-yl)(3-methylpiperazin-1-yl)methanone TFA salt OC(=O)C(F)(F)F.ClC1=CC(=C(CC=2N=C(SC2)C(=O)N2C[C@@H](NCC2)C)C=C1)F